FC1=C(C(=C(C=C1OC)OC)F)C1=NC(=C2C=C(N=CC2=C1)N[C@H]1[C@H](COC1)NC(C=C)=O)N1CCC(CC1)(C)OC N-((3R,4S)-4-((7-(2,6-difluoro-3,5-dimethoxyphenyl)-5-(4-methoxy-4-methyl-piperidin-1-yl)-2,6-naphthyridin-3-yl)amino)tetrahydrofuran-3-yl)acrylamide